NC1=NC(=CC(=N1)N1CCC2(C[C@H](NC2)C(=O)O)CC1)O[C@@H](C(F)(F)F)C1=CC=C(C=C1)C1=CC=C(C=C1)OC (S)-8-(2-amino-6-((R)-2,2,2-trifluoro-1-(4'-methoxy-[1,1'-biphenyl]-4-yl)ethoxy)pyrimidin-4-yl)-2,8-diazaspiro[4.5]decane-3-carboxylic acid